FC(C)(CC)F 2,2-Difluorobutane